O=C1OC2=C(N1)C=CC(=C2)C2CCN(CC2)C(=O)OC(C)(C)C tert-butyl 4-(2-oxo-2,3-dihydrobenzo[d]oxazol-6-yl)piperidine-1-carboxylate